COC1=CC=C(C=C1)C(OC[C@H]1[C@@H](C[C@@H](O1)N1C(N=C(C(=C1)C)NC(C1=CC=CC=C1)=O)=O)OP(N(C(C)C)C(C)C)OCCC#N)(C1=CC=CC=C1)C1=CC=C(C=C1)OC N-[1-[(2R,4R,5S)-5-[[bis(4-methoxyphenyl)-phenyl-methoxy]methyl]-4-[2-cyanoethoxy-(diisopropylamino)phosphanyl]oxy-tetrahydrofuran-2-yl]-5-methyl-2-oxo-pyrimidin-4-yl]benzamide